FC=1C=C(CNC(OC(C)(C)C)=O)C=C(C1)C=1C=NN(C1)C1=CC(=NC=C1)C tert-Butyl (3-fluoro-5-(1-(2-methylpyridin-4-yl)-1H-pyrazol-4-yl)benzyl)carbamate